CC1=CC=C(C=C1)S(=O)(=O)O.CN1C(N(C2=C1C(=CC=C2)N2CCNCC2)C2C(NC(CC2)=O)=O)=O 3-(3-methyl-2-oxo-4-(piperazin-1-yl)-2,3-dihydro-1H-benzo[d]imidazol-1-yl)piperidine-2,6-dione 4-methylbenzenesulfonate